C(COCC(=O)O)(=O)O.C(=O)(OCC1C2=CC=CC=C2C2=CC=CC=C12)NC1=CC=C(C=C1)CN Fmoc-p-aminomethylaniline diglycolate